N1=C(N=CC=2N=CC=3C=CN=CC3C21)C#N pyrimido[5,4-c][2,6]naphthyridine-2-carbonitrile